C(C)(C)(C)OC(=O)NC1(CC2=CC(=CC=C2CC1)OC1=C(C=CC=C1)C1=C(C(=CC=C1)Cl)Cl)C(=O)OC methyl 2-((tert-butoxycarbonyl)amino)-7-((2',3'-dichloro-[1,1'-biphenyl]-2-yl)oxy)-1,2,3,4-tetrahydronaphthalene-2-carboxylate